NC1=C(C=CC=C1)C1=C(N=C(O1)C1=CC=C(C=C1)C(F)(F)F)C(=O)N1CCN(CC1)CCN(C)C (5-(2-aminophenyl)-2-(4-(trifluoromethyl)phenyl)Oxazol-4-yl)(4-(2-(dimethylamino)ethyl)piperazin-1-yl)methanone